FC1=CC=C2C(=CC(N(C2=C1OCC=O)C)=O)C 2-((7-Fluoro-1,4-dimethyl-2-oxo-1,2-dihydroquinolin-8-yl)oxy)acetaldehyde